4-{2-[(4-chloro-1H-indol-6-yl)amino]-1H-1,3-benzodiazol-5-yl}-2-methylbutan ClC1=C2C=CNC2=CC(=C1)NC1=NC2=C(N1)C=CC(=C2)CCC(C)C